NC=1C2=C(N=CN1)N(C1=C2C=C(C(=N1)C)C)C1=C(C(=CC(=C1O)F)F)O (4-amino-6,7-dimethyl-9H-pyrido[3',2':4,5]pyrrolo[2,3-d]pyrimidin-9-yl)-4,6-difluorobenzene-1,3-diol